dibutyltin bis(isooctylmercaptoacetate) C(CCCCC(C)C)SCC(=O)[O-].C(CCCCC(C)C)SCC(=O)[O-].C(CCC)[Sn+2]CCCC